2-(4,4-difluoro-3-(5-(morpholinomethyl)-6-oxo-1,6-dihydropyridin-3-yl)piperidin-1-yl)-N-(5-(4-fluorophenoxy)pyridin-2-yl)propionamide FC1(C(CN(CC1)C(C(=O)NC1=NC=C(C=C1)OC1=CC=C(C=C1)F)C)C1=CNC(C(=C1)CN1CCOCC1)=O)F